BrC=1C(=C(C#N)C(=CC1CBr)F)OC 3-bromo-4-(bromomethyl)-6-fluoro-2-methoxybenzonitrile